(S)-N-(2-(4-(4-cyclopropylpiperazin-1-yl)piperidin-1-yl)-5-((6-(3-(2,3'-difluoro-[1,1'-biphenyl]-3-yl)isoxazolidin-2-yl)pyrimidin-4-yl)amino)-4-methoxyphenyl)acrylamide C1(CC1)N1CCN(CC1)C1CCN(CC1)C1=C(C=C(C(=C1)OC)NC1=NC=NC(=C1)N1OCC[C@H]1C=1C(=C(C=CC1)C1=CC(=CC=C1)F)F)NC(C=C)=O